3-[7-(4-piperidinyl)-2,3-dihydro-1,4-benzoxazin-4-yl]piperidine-2,6-dione N1CCC(CC1)C1=CC2=C(N(CCO2)C2C(NC(CC2)=O)=O)C=C1